C1(=CCCCC1)C#N cyclohex-1-ene-1-carbonitrile